FC=1C(=CC(=C2C=C(NC12)C(=O)N(C)C)B1OC(C(O1)(C)C)(C)C)C=1CN(CCC1)C(C(C)C)=O 7-Fluoro-6-(1-isobutyryl-1,2,5,6-tetrahydropyridin-3-yl)-N,N-dimethyl-4-(4,4,5,5-tetramethyl-1,3,2-dioxaborolan-2-yl)-1H-indole-2-carboxamide